tert-butyl 6-[(1-benzyl-3,6-dihydro-2H-pyridin-4-yl)oxy]-2-azaspiro[3.3]heptane-2-carboxylate C(C1=CC=CC=C1)N1CCC(=CC1)OC1CC2(CN(C2)C(=O)OC(C)(C)C)C1